5-(3-Methoxyphenyl)-2-methyl-N-(3-(2-morpholinopropyl)-1,2,4-thiadiazol-5-yl)thiophene-3-carboxamide COC=1C=C(C=CC1)C1=CC(=C(S1)C)C(=O)NC1=NC(=NS1)CC(C)N1CCOCC1